FC1=C(CN2C(N(C(C3=C2SC(=C3CN(C)C)C3=CC=C(C=C3)[N+](=O)[O-])=O)C=3C=NC(=CC3)OCCF)=O)C(=CC=C1)F 1-(2,6-difluorobenzyl)-5-((dimethylamino)methyl)-3-(6-(2-fluoroethoxy)pyridin-3-yl)-6-(4-nitrophenyl)thieno[2,3-d]pyrimidine-2,4(1H,3H)-dione